1-(3-((5-chloro-2-((1-(1-isobutylazetidin-3-yl)-3-methyl-1H-pyrazol-4-yl)amino)pyrimidin-4-yl)amino)propyl)pyrrolidin-2-one ClC=1C(=NC(=NC1)NC=1C(=NN(C1)C1CN(C1)CC(C)C)C)NCCCN1C(CCC1)=O